mercaptopropylmethyldiisopropoxysilane SCCC[Si](OC(C)C)(OC(C)C)C